2,6-bis(2-isopropylphenyl)-7-methyl-9-(4-(1-methyl-4-(trifluoromethyl)-1H-imidazol-2-yl)benzyl)-7,9-dihydro-8H-purin-8-imine C(C)(C)C1=C(C=CC=C1)C1=NC(=C2N(C(N(C2=N1)CC1=CC=C(C=C1)C=1N(C=C(N1)C(F)(F)F)C)=N)C)C1=C(C=CC=C1)C(C)C